ClC1=CC(=CC(=C1)C(OC)(OC)OC)Cl 1,3-Dichloro-5-trimethoxymethyl-benzene